CC1=CN=C(C2=CC=CC=C12)CC(C)N (4-methylisoquinolin-1-yl)propan-2-amine